C(CC=C)C1(CN(CC1)C(C1=CC=CC=C1)(C1=CC=CC=C1)C1=CC=CC=C1)C(=O)OC methyl 3-(but-3-en-1-yl)-1-tritylpyrrolidine-3-carboxylate